2-(1-(tert-butoxycarbonyl)-1,2,3,6-tetrahydropyridin-4-yl)-6-(4-chlorophenyl)-3-oxo-2,3-dihydropyridazin-4-carboxylic acid ethyl ester C(C)OC(=O)C=1C(N(N=C(C1)C1=CC=C(C=C1)Cl)C=1CCN(CC1)C(=O)OC(C)(C)C)=O